3-(3-(5-(5-((4,6-difluoro-1H-indol-5-yl)oxy)-2-fluorophenyl)-4H-1,2,4-triazole-3-carbonyl)phenyl)propanoic acid ethyl ester C(C)OC(CCC1=CC(=CC=C1)C(=O)C1=NN=C(N1)C1=C(C=CC(=C1)OC=1C(=C2C=CNC2=CC1F)F)F)=O